C([C@@H]1[C@H]([C@@H]([C@H]([C@H](O1)O[C@@H]2[C@H]([C@@H](O[C@H]2OCC(CO)O)[C@@H](CO)O)O)O)O)O)O The molecule is a glycosylglycerol derivative that is 2-O-alpha-D-glucopyranosyl-beta-D-galactofuranose in which the anomeric hydroxy group has been converted into its 2,3-dihydroxypropyl glycoside. It is a glycoside, a disaccharide derivative and a glycosylglycerol derivative.